C(C1=CC=CC=C1)N1CCC(CC1)CC1C(C2=CC=C(C=C2C1)C1CCN(CC1)CCCCN1C=CC2=CC(=CC=C12)C#N)=O (4-(4-(2-((1-benzylpiperidin-4-yl)methyl)-1-oxo-2,3-dihydro-1H-inden-5-yl)piperidin-1-yl)butyl)-1H-indole-5-carbonitrile